N-Thiazol-2-yl-3-[3-(4-trifluoromethoxy-benzyl)-3H-imidazo[4,5-b]pyridin-2-yl]-propionamide S1C(=NC=C1)NC(CCC1=NC=2C(=NC=CC2)N1CC1=CC=C(C=C1)OC(F)(F)F)=O